1,2,3-propanetriyl tris(12-hydroxy-octadecanoate) OC(CCCCCCCCCCC(=O)OCC(COC(CCCCCCCCCCC(CCCCCC)O)=O)OC(CCCCCCCCCCC(CCCCCC)O)=O)CCCCCC